4-(N-(2-bromophenyl)sulfamoyl)-1-hydroxy-2-naphthoic acid BrC1=C(C=CC=C1)NS(=O)(=O)C1=CC(=C(C2=CC=CC=C12)O)C(=O)O